C(C(C)(C)C)(=O)OCC=1[C@@H]2C([C@H]([C@H](C1)C1=C(C=C(C=C1OC)C(C)([C@H](CCCCC)C1=CC=CC=C1)C)OC)C2)(C)C ((1S,4S,5S)-4-(2,6-dimethoxy-4-((R)-2-methyl-3-phenyloctan-2-yl)phenyl)-6,6-dimethylbicyclo[3.1.1]hept-2-en-2-yl)methyl pivalate